FC=1C=CC=C2CCN(CC12)C(=O)C=1C=C(C=CC1)N1C2(OC3=C(C(NC1=O)C2)C=C(C=C3)C3=COC=C3)C 3-(3-(8-Fluoro-1,2,3,4-tetrahydroisoquinoline-2-carbonyl)phenyl)-8-(furan-3-yl)-2-methyl-5,6-dihydro-2H-2,6-Methanobenzo[g][1,3,5]oxadiazocin-4(3H)-one